4-[5-(2-aminoethyl)pyrimidin-2-yl]-3-[[2-methyl-4-[(propan-2-ylamino)methyl]imidazol-1-yl]methyl]benzonitrile NCCC=1C=NC(=NC1)C1=C(C=C(C#N)C=C1)CN1C(=NC(=C1)CNC(C)C)C